CC(C)C.[Li] lithium 2-methylpropan